tert-butyl 4-[7-(1-cyano-1-methylethyl)imidazo[1,2-b]pyridazin-3-yl]-2-(difluoromethoxy)-6-methoxy-benzoate C(#N)C(C)(C)C1=CC=2N(N=C1)C(=CN2)C2=CC(=C(C(=O)OC(C)(C)C)C(=C2)OC)OC(F)F